Mercaptosilanol S[SiH2]O